FC1=CN(C=2N=CN=C(C21)OC)[C@@H]2O[C@@H]([C@H]([C@H]2O)O)CO (2R,3R,4S,5R)-2-(5-fluoro-4-methoxy-pyrrolo[2,3-d]pyrimidin-7-yl)-5-(hydroxymethyl)tetrahydrofuran-3,4-diol